racemic-N-tert-butyl-2-[methyl[2-(4-[[(2R,3S)-2-methyloxetan-3-yl]oxy]pyridin-2-yl)-5H,6H,7H-cyclopenta[d]pyrimidin-4-yl]amino]acetamide C(C)(C)(C)NC(CN(C=1C2=C(N=C(N1)C1=NC=CC(=C1)O[C@@H]1[C@H](OC1)C)CCC2)C)=O |r|